2-[(3R,4R)-4-[1-(2,6-dioxo-3-piperidyl)-3-ethyl-2-oxo-benzimidazol-5-yl]-3-fluoro-1-piperidyl]-N-[5-fluoro-7-hydroxy-6-(1,1,4-trioxo-1,2,5-thiadiazolidin-2-yl)-2-naphthyl]acetamide O=C1NC(CCC1N1C(N(C2=C1C=CC(=C2)[C@@H]2[C@H](CN(CC2)CC(=O)NC2=CC1=CC(=C(C(=C1C=C2)F)N2S(NC(C2)=O)(=O)=O)O)F)CC)=O)=O